C1(=CC=CC=C1)CCC(=O)NC=1C=C(C=CC1)N1N=NC(=C1)C1=C(C(=O)O)C=CN=C1 (1-(3-(3-phenylpropionamido)phenyl)-1H-1,2,3-triazol-4-yl)isonicotinic acid